5-(4-methylbenzene-1-sulfonyl)-N-[(5-methylpyrazin-2-yl)methyl]furan-2-carboxamide CC1=CC=C(C=C1)S(=O)(=O)C1=CC=C(O1)C(=O)NCC1=NC=C(N=C1)C